CCC#CS(=O)(=O)O methyl-propynesulfonic acid